(5R)-5-[[(4-amino-8-bromo-5,5-dimethyl-6H-benzo[h]quinazolin-7-yl)amino]methyl]oxazolidin-2-one NC1=NC=NC=2C3=C(CC(C12)(C)C)C(=C(C=C3)Br)NC[C@@H]3CNC(O3)=O